C(C)(C)(C)OC(=O)N1CCC(CC1)C1=CC=C(C=C1)N(C(=O)N1CCSCC1)CC1=C(C=C(C=C1)C=1OC(=NN1)C(F)F)F 4-[4-[[4-[5-(difluoromethyl)-1,3,4-oxadiazol-2-yl]-2-fluoro-phenyl]methyl-(thiomorpholine-4-carbonyl)amino]phenyl]piperidine-1-carboxylic acid tert-butyl ester